C(CCCCCCCC=C)C1OCC(O1)CCC(=O)C1=CC=CC=C1 3-(2-(dec-9-en-1-yl)-1,3-dioxolan-4-yl)-1-phenylpropan-1-one